C1(CC1)[C@@H](C1=NC=CC=N1)NC=1C=2C(NC(C1C1=NC3=C(N1)C=C(C(=C3)OC)OC)=O)=CN(N2)C |o1:3| (S*)-7-((cyclopropyl(pyrimidin-2-yl)methyl)amino)-6-(5,6-dimethoxy-1H-benzo[d]-imidazol-2-yl)-2-methyl-2H-pyrazolo[4,3-b]pyridin-5(4H)-one